3-amino-6-furan-2-yl-5-trifluoromethyl-pyrazine-2-carboxylic acid NC=1C(=NC(=C(N1)C(F)(F)F)C=1OC=CC1)C(=O)O